3-chloro-4-iodopyridine-2-ol ClC=1C(=NC=CC1I)O